4-((benzyloxy)methyl)-3,3-dimethylcyclohexan-1-one C(C1=CC=CC=C1)OCC1C(CC(CC1)=O)(C)C